rac-(3aR,7aS)-3a-(5,6-dimethoxy-2-pyridyl)-1-methyl-3,4,5,6,7,7a-hexahydro-2H-indole COC=1C=CC(=NC1OC)[C@@]12CCN([C@H]2CCCC1)C |r|